(trans)-[1,1'-bicyclohexyl]-4,4'-dicarboxylic acid C1(CCC(CC1)C(=O)O)C1CCC(CC1)C(=O)O